CN(C)C1=C(C(=O)O)C(=CC=C1)C dimethylamino-6-methylbenzoic acid